C(C)OC(=O)C=1N=C(OC1N)C 5-Amino-2-methyl-1,3-oxazole-4-carboxylic acid ethyl ester